[Cl-].C(CC)[N+](C)(C)C N-propyltrimethylammonium chlorid